C(CCCCCCCC=CCC=CCC=CCCC)(=O)O Nonadeca-9,12,15-trienoic acid